6-morpholino-8-(phenylamino)-7-(pyridin-4-yl)-3,4-dihydropyrrolo[1,2-a]pyrazin-1(2H)-one O1CCN(CC1)C1=C(C(=C2N1CCNC2=O)NC2=CC=CC=C2)C2=CC=NC=C2